CN1N=CC(=C1)C1=CC=C(C=C1)CNC1=NC=NC(=C1)C1=CN=C2N1C=CC(=C2)OCC2CN(C2)C N-{[4-(1-methyl-1H-pyrazol-4-yl)phenyl]methyl}-6-{7-[(1-methylazetidin-3-yl)methoxy]imidazo[1,2-a]pyridin-3-yl}pyrimidin-4-amine